N-[2-chloro-6-(trifluoromethyl)benzyl]-N-cyclopropyl-3-(difluoromethyl)-5-fluoro-1-methyl-1H-pyrazole-4-carboxamid ClC1=C(CN(C(=O)C=2C(=NN(C2F)C)C(F)F)C2CC2)C(=CC=C1)C(F)(F)F